1-methyl-4-[1-methyl-4-(1-methyl-1H-pyrazol-4-yl)-1H-imidazol-2-yl]-1H-pyrazolo[4,3-c]pyridine-6-carboxamide CN1N=CC=2C(=NC(=CC21)C(=O)N)C=2N(C=C(N2)C=2C=NN(C2)C)C